C(C)NCCNCCC[Si](OCC)(OCC)OCC N-(2-ethylaminoethyl)-3-aminopropyltriethoxysilane